N-[(2S)-1-aminopropan-2-yl]-2-ethyl-4-[[3-[3-(trifluoromethyl)-1H-pyrazol-4-yl]imidazo[1,2-a]pyrazin-8-yl]amino]benzamide NC[C@H](C)NC(C1=C(C=C(C=C1)NC=1C=2N(C=CN1)C(=CN2)C=2C(=NNC2)C(F)(F)F)CC)=O